2-(6-chloro-10-oxo-1,5,11-triazatricyclo[7.4.0.02,7]trideca-2(7),3,5,8-tetraen-11-yl)ethylammonium chloride [Cl-].ClC1=NC=CC=2N3CCN(C(C3=CC12)=O)CC[NH3+]